5-(8-((1S,2S)-2-(2,2-difluorobenzo[d][1,3]dioxol-5-yl)cyclopropyl)imidazo[1,2-b]pyridazin-6-yl)pyrimidine-2,4(1H,3H)-dione FC1(OC2=C(O1)C=CC(=C2)[C@@H]2[C@H](C2)C=2C=1N(N=C(C2)C=2C(NC(NC2)=O)=O)C=CN1)F